4-amino-1-hydroxybutylidenebisphosphonic acid monosodium salt [Na+].NCCCC(O)(P(O)(O)=O)P([O-])(O)=O